BrC1=CC=CC2=C1N(N=N2)C 7-bromo-1-methyl-1H-1,2,3-benzotriazole